C1(CC1)CC1=CC=C(C=C1)OC 1-(cyclopropyl-methyl)-4-methoxybenzene